O=C1NC([C@](N1)(C=1N=CSC1)CNC(=O)C=1C(=CC=CC1)C1=CC=C(C=C1)C(F)(F)F)=O |r| rac-N-{[2,5-dioxo-4-(1,3-thiazol-4-yl)imidazolidin-4-yl]methyl}-4'-(trifluoromethyl)[biphenyl]-2-carboxamide